3,3-bisazidomethyl-oxetane N(=[N+]=[N-])CC1(COC1)CN=[N+]=[N-]